O1COC2=C1C=CC(=C2)C2=CN=C1N2N=C(C=C1)NCC1=NC=CC=C1 3-(1,3-benzodioxol-5-yl)-N-(2-pyridylmeth-yl)imidazo[1,2-b]pyridazin-6-amine